(3-fluoro-3'-hydroxy-[1,1'-biphenyl]-4,4'-diyl)bis(4-aminobenzamide) FC=1C=C(C=CC1C1=C(C(=O)N)C=CC(=C1)N)C1=CC(=C(C=C1)C1=C(C(=O)N)C=CC(=C1)N)O